F[C@@H]1C[C@H](NC1)C(=O)NC1=NN(C=C1)CCC(F)(F)F (2S,4R)-4-Fluoro-N-(1-(3,3,3-trifluoropropyl)-1H-pyrazol-3-yl)pyrrolidine-2-carboxamide